C(C)(C)(C)OC(=O)N1[C@@H](CN(CC1)C1=NC=C(C=N1)C(F)(F)F)CC (R)-2-ethyl-4-(5-(trifluoromethyl)pyrimidin-2-yl)piperazine-1-carboxylic acid tert-butyl ester